IC1=NN(C2=NC(=CN=C21)N2CCC(CC2)(OC)CNC(OC(C)(C)C)=O)C2OCCCC2 tert-butyl ((1-(3-iodo-1-(tetrahydro-2H-pyran-2-yl)-1H-pyrazolo[3,4-b]pyrazin-6-yl)-4-methoxypiperidin-4-yl)methyl)carbamate